C(C)(=O)[O-].C(CCCC)[NH3+] Pentylammonium Acetate